CN(C)C(CC)O N,N-dimethylaminopropan-1-ol